ClC1=C(C=CC=C1OC)NC(CC(OC)OC)=O N-(2-Chloro-3-methoxyphenyl)-3,3-dimethoxypropanamide